OC(C)(C)C1=CC=C(C=N1)C=1N=C2C(=NC1)NC(CN2C[C@@H]2OCCC2)=O (R)-6-(6-(2-hydroxypropan-2-yl)pyridin-3-yl)-4-((tetrahydrofuran-2-yl)methyl)-3,4-dihydropyrazino[2,3-b]pyrazin-2(1H)-one